C(C)S(=O)(=O)C1=C(C(=O)O)C=CC(=N1)C1=NN2C(C=C(C=C2)C(F)(F)F)=N1 Ethylsulfonyl-6-(7-trifluoromethyl-[1,2,4]triazolo[1,5-a]pyridin-2-yl)nicotinic acid